4-((2R,3S,4S,5S)-4-(aminomethyl)-3-(2-chlorophenyl)-4-(5-chloro-2-fluorophenyl)-5-neopentylpyrrolidine-2-carboxamido)-3-methoxybenzoic acid NC[C@]1([C@H]([C@@H](N[C@H]1CC(C)(C)C)C(=O)NC1=C(C=C(C(=O)O)C=C1)OC)C1=C(C=CC=C1)Cl)C1=C(C=CC(=C1)Cl)F